ClC1=C(CNC2=NC=CC=C2)C=CC=C1 N-(2-chlorobenzyl)pyridine-2-amine